6-[4-(Difluoromethyl)phenyl]-N-[(cis)-4-hydroxytetrahydrofuran-3-yl]-3-oxo-2-(pyridin-3-yl)-2,3-dihydropyridazine FC(C1=CC=C(C=C1)C1=CCC(N(N1[C@@H]1COC[C@@H]1O)C=1C=NC=CC1)=O)F